Sulfur (i) 2,6-diethyl-para-phenylenediamine C(C)C1=C(C(=CC(=C1)N)CC)N.[S+]